tert-butyl 4-((5-(4-(tert-butoxycarbonyl)piperazin-1-yl)pyridin-2-yl)amino)-7-chloro-1,1-dimethyl-3-oxoisoindoline-2-carboxylate C(C)(C)(C)OC(=O)N1CCN(CC1)C=1C=CC(=NC1)NC1=C2C(N(C(C2=C(C=C1)Cl)(C)C)C(=O)OC(C)(C)C)=O